FC=1C=C2C(=CN3C2=C(C1)CN(CC3)C(=O)N3CC(OC(C3)(F)F)(F)F)C3=CNC=C3C3=CN=C1N3C=CC=C1 3-(9-fluoro-2-(2,2,6,6-tetrafluoromorpholine-4-carbonyl)-1,2,3,4-tetrahydro-[1,4]diazepino[6,7,1-hi]indol-7-yl)-4-(imidazo[1,2-a]pyridin-3-yl)-1H-pyrrole